C(C)(C)(C)C=1OC(=CN1)C(=O)NCC1=C(C=C(C=C1)C1=C(C=NC=C1)N1CC(CCC1)N(C(C=C)=O)C)C 2-(tert-butyl)-N-(2-methyl-4-(3-(3-(N-methylacrylamido)piperidin-1-yl)pyridin-4-yl)benzyl)oxazole-5-carboxamide